CNCC1=CC=C(C=C1)C(C)(C)C (E)-methyl-4-tert-butylbenzylamine